C1(CC1)COC=1C=C(C(=NC1)NC=1C2=C(N=CN1)C=CC(=N2)N2[C@@H]1CN([C@H](C2)C1)C(=O)OC(C)(C)C)F tert-butyl (1S,4S)-5-[4-[[5-(cyclopropylmethoxy)-3-fluoro-2-pyridyl]amino]pyrido[3,2-d]pyrimidin-6-yl]-2,5-diazabicyclo[2.2.1]heptane-2-carboxylate